ClC1=CC=C(OC2=CC3=C(CCN(CC3)COC(=O)C=3C=CC4=C(N(C=N4)CC4OCC4)C3)C=C2)C=C1 ((7-(4-chlorophenoxy)-1,2,4,5-tetrahydro-3H-benzo[d]azepin-3-yl) methyl)-1-((oxetan-2-yl) methyl)-1H-benzo[d]imidazole-6-carboxylate